NC1=C2N=CN(C2=NC=N1)[C@@H]1O[C@@H]([C@@H]2[C@H]1OC(O2)(C)C)COP(=O)(OCCCCCCN)NC(CNC(OC(C)(C)C)=O)=O tert-butyl (2-(((((3aR,4R,6R,6aR)-6-(6-amino-9H-purin-9-yl)-2,2-dimethyltetrahydrofuro[3,4-d][1,3]dioxol-4-yl)methoxy)((6-aminohexyl)oxy)phosphoryl) amino)-2-oxoethyl)carbamate